BrC1=C(C=C(C(=O)N2CC3=C(C(N(C=4N3N=CC4CC#C)C4=CC=C(C(=O)NC)C=C4)=O)C[C@H]2C)C=C1)C(F)(F)F (R)-4-(8-(4-bromo-3-(trifluoromethyl)benzoyl)-7-methyl-5-oxo-3-(prop-2-yn-1-yl)-6,7,8,9-tetrahydropyrazolo[1,5-a]pyrido[4,3-e]pyrimidin-4(5H)-yl)-N-methylbenzamide